(S)-5-((benzylamino)methyl)oxazolidine Zinc bis(ricinoleate) C(CCCCCCC\C=C/C[C@H](O)CCCCCC)(=O)[O-].C(CCCCCCC\C=C/C[C@H](O)CCCCCC)(=O)[O-].[Zn+2].C(C1=CC=CC=C1)NC[C@H]1CNCO1